C(C)(C)(C)OC(=O)N1[C@@H](C[C@@H](C1)NC1=NC(=CC=C1)C1=C(C=CC=2N=C(N(C21)CCCNC)C)Cl)C(=O)O (2S,4S)-1-tert-butoxycarbonyl-4-[[6-[5-chloro-2-methyl-3-[3-(methylamino)propyl]benzimidazol-4-yl]-2-pyridyl]amino]pyrrolidine-2-carboxylic acid